C(=O)C1=CC=C(O1)C(=O)[O-] 5-formyl-2-furanecarboxylate